4-{8-amino-3-[(6R,8aS)-6-methyl-3-oxohexahydro[1,3]oxazolo[3,4-a]pyridin-6-yl]imidazo[1,5-a]pyrazin-1-yl}-3-ethoxy-N-[1-methyl-5-(trifluoromethyl)-1H-pyrazol-3-yl]benzamide NC=1C=2N(C=CN1)C(=NC2C2=C(C=C(C(=O)NC1=NN(C(=C1)C(F)(F)F)C)C=C2)OCC)[C@@]2(CC[C@@H]1N(C2)C(OC1)=O)C